di(1-adamantyl)butylphosphine C12(CC3CC(CC(C1)C3)C2)C(CCCP)C23CC1CC(CC(C2)C1)C3